NC1=NC=CC=C1C1=NC=2C(=NC(=CC2)C(C)C)N1C1=CC=C(C=C1)CNC(OC(C)(C)C)=O tert-butyl N-({4-[2-(2-aminopyridin-3-yl)-5-isopropylimidazo[4,5-b]pyridin-3-yl]phenyl}methyl)carbamate